2-(2-CHLOROPHENYL)-5,7-DIFLUORO-1H-INDOLE-3-CARBOXALDEHYDE ClC1=C(C=CC=C1)C=1NC2=C(C=C(C=C2C1C=O)F)F